N-[(2-amino-3-fluoroquinolin-7-yl)methyl]-N-(4-fluoro-2-methanesulfonylphenyl)-6-methylpyridazine-3-carboxamide NC1=NC2=CC(=CC=C2C=C1F)CN(C(=O)C=1N=NC(=CC1)C)C1=C(C=C(C=C1)F)S(=O)(=O)C